CC=1C(=C(C=CC1)S(=O)(=O)OC=1CC(C2=CC3=CC=C(C=C3[O+]=C2C1)N(CCCS(=O)(=O)[O-])CCCCCC(=O)O)(C)C)N [6-[5-carboxypentyl (3-sulfonatopropyl) amino]-1,1-dimethyl-2H-xanthene-10-ium-3-yl] methyl-amino-benzene-sulfonate